butoxycarbonyl-2-methyl-azetidine C(CCC)OC(=O)N1C(CC1)C